8-methoxyindeno[2,1-b]indol-6(5H)-one COC=1C=C2C(C=3NC4=CC=CC=C4C3C2=CC1)=O